C(N)(OC(CCC(=O)NC1=CC=C(C=C1)C1=C(C(=C(C=C1)N1CCN(CC1)C)[N+](=O)[O-])F)(C)C)=O (2-((2'-fluoro-4'-(4-methylpiperazin-1-yl)-3'-nitro-[1,1'-biphenyl]-4-yl) amino)-2-oxoethyl tert-butyl) carbamate